F[C@@H]1C[C@H](CN(C1)C)NC(OC(C)(C)C)=O tert-butyl N-[(3R,5R)-5-fluoro-1-methyl-3-piperidyl]carbamate